4-((8-cyclopentyl-7-oxo-7,8-dihydropyrido[2,3-d]-pyrimidin-2-yl)amino)-N-(3-(3-(2-(2,6-dioxo-piperidin-3-yl)-1,3-dioxoisoindolin-4-yl)-propoxy)propyl)-N-methylpiperidine-1-sulfonamide C1(CCCC1)N1C(C=CC2=C1N=C(N=C2)NC2CCN(CC2)S(=O)(=O)N(C)CCCOCCCC2=C1C(N(C(C1=CC=C2)=O)C2C(NC(CC2)=O)=O)=O)=O